C(#N)C(C(=O)NCC)=CC1=CC(=C(C=C1)OCC=1C(=C(C=CC1)C1=CC=CC=C1)C)[N+](=O)[O-] cyano-N-ethyl-3-(4-((2-methyl-[1,1'-biphenyl]-3-yl)methoxy)-3-nitrophenyl)acrylamide